[I].CO methyl alcohol iodine